C(=C\C)/C1=CC=CC=C1 ((E)-prop-1-en-1-yl)benzene